FC1=C(C(=CC=C1)C)NC1=CC=C2C(=NNC2=C1)NC(C1=CC=C(C=C1)C1CCN(CC1)C)=O N-(6-((2-fluoro-6-methylphenyl)amino)-1H-indazol-3-yl)-4-(1-methylpiperidin-4-yl)benzamide